3-(5-Methyl-2-thienyl)isoxazolidine Trifluoroacetate Salt FC(C(=O)O)(F)F.CC1=CC=C(S1)C1NOCC1